ethyl 4-bromo-benzoate BrC1=CC=C(C(=O)OCC)C=C1